C1CC12N(CCC2)CC(=O)NC=2C=C(C(=NC2)C)NC(=O)C2=NN=C1N2C=CC(=C1)C=1C=NN(C1)CCO N-(5-(2-(4-azaspiro[2.4]heptan-4-yl)acetamido)-2-methylpyridin-3-yl)-7-(1-(2-hydroxyethyl)-1H-pyrazol-4-yl)-[1,2,4]triazolo[4,3-a]pyridine-3-carboxamide